C12C(C(C(CC1)C2)C(=O)[O-])C(=O)[O-].[Ca+2].FC=2C=C1[C@@H]([C@@H](N(C1=CC2S(=O)(=O)N)C(=O)[C@@H]2CC1=CC=C(C=C1C2)C2=NC=CC=C2)C)C (2S,3S)-5-fluoro-2,3-dimethyl-1-((R)-5-(pyridin-2-yl)-2,3-dihydro-1H-indene-2-carbonyl)indoline-6-sulfonamide calcium bicyclo[2.2.1]heptane-2,3-dicarboxylate